NC1=C2N=CN(C2=NC(=N1)C1=C(C=CC=C1)F)C1CCC(CC1)C(=O)NC1=CC(=CC=C1)OC 4-[6-amino-2-(2-fluorophenyl)-9H-purin-9-yl]-N-(3-methoxyphenyl)cyclohexanecarboxamide